(S)-Methyl 2-(4-aminochroman-4-yl)acetate N[C@@]1(CCOC2=CC=CC=C12)CC(=O)OC